ClC=1C=NN(C1C(=O)NC1=NC=C(C=C1C)C#CC1=CC=CC=C1)C1CC2(CN(C2)C(C(C)C)=O)C1 4-chloro-1-(2-isobutyryl-2-azaspiro[3.3]heptan-6-yl)-N-(3-methyl-5-(phenylethynyl)pyridin-2-yl)-1H-pyrazole-5-carboxamide